tert-butyl 2-(((4-((1-(3,4-dichlorophenyl)-4-methyl-4,5-dihydro-1H-pyrazol-3-yl)amino)-4-oxobutyl)carbamoyl)oxy)acetate ClC=1C=C(C=CC1Cl)N1N=C(C(C1)C)NC(CCCNC(=O)OCC(=O)OC(C)(C)C)=O